N-(2,2'-dichloro-3'-(6-((3-fluoroazetidin-1-yl)methyl)-5-methylpyridin-3-yl)-[1,1'-biphenyl]-3-yl)-1,5-dimethyl-4,5,6,7-tetrahydro-1H-imidazo[4,5-c]pyridine-2-carboxamide ClC1=C(C=CC=C1NC(=O)C=1N(C2=C(CN(CC2)C)N1)C)C1=C(C(=CC=C1)C=1C=NC(=C(C1)C)CN1CC(C1)F)Cl